3-(6-Chloropyridin-2-yl)imidazo[1,2-a]pyrazine ClC1=CC=CC(=N1)C1=CN=C2N1C=CN=C2